5-(4-Methylpyridin-3-yl)-1H-indazol-3-amine CC1=C(C=NC=C1)C=1C=C2C(=NNC2=CC1)N